4-(4-Fluorophenyl)-N-((1-isopropylpiperidin-4-yl)methyl)-3,4-dihydroquinoxaline FC1=CC=C(C=C1)N1CCN(C2=CC=CC=C12)CC1CCN(CC1)C(C)C